4-chloro-3-(difluoromethyl)benzoic acid ClC1=C(C=C(C(=O)O)C=C1)C(F)F